tert-butyl 6-methoxy-2,2-dioxo-3,4-dihydro-2λ6,1-benzothiazine-1-carboxylate COC=1C=CC2=C(CCS(N2C(=O)OC(C)(C)C)(=O)=O)C1